C(C)N([C@H]1[C@H](CCC1)OC=1C=C2CN(C(C2=CC1F)=O)C1C(NC(CC1)=O)=O)CC 3-(5-(((1S,2R)-2-(diethylamino)cyclopentyl)oxy)-6-fluoro-1-oxoisoindolin-2-yl)piperidine-2,6-dione